1-(5-((2R,4R)-2-(2,5-difluorophenyl)-4-fluoropyrrolidin-1-yl)pyrazolo[1,5-a]pyrimidin-3-yl)-3-((1S,2R)-2-fluorocyclopropyl)urea FC1=C(C=C(C=C1)F)[C@@H]1N(C[C@@H](C1)F)C1=NC=2N(C=C1)N=CC2NC(=O)N[C@@H]2[C@@H](C2)F